17-chloro-4,6,8,10,12,14-hexamethylheptadecylheptoxymethyl ether ClCCCC(CC(CC(CC(CC(CC(CCCC(OCCCCCCC)OC(CCCC(CC(CC(CC(CC(CC(CCCCl)C)C)C)C)C)C)OCCCCCCC)C)C)C)C)C)C